(2-chlorophenyl)-2-hydroxycyclohexyl ketone ClC1=C(C=CC=C1)C1(C(CCCC1)O)C(=O)C1(C(CCCC1)O)C1=C(C=CC=C1)Cl